tert-butyl (1R,5S)-3-(4-methyl-6-((5-methyl-1H-pyrazol-3-yl) oxy) pyrimidin-2-yl)-3,8-diazabicyclo[3.2.1]octane-8-carboxylate CC1=NC(=NC(=C1)OC1=NNC(=C1)C)N1C[C@H]2CC[C@@H](C1)N2C(=O)OC(C)(C)C